FC1=CC(=C(C=C1)C1=CC(OC2=CC(=CC=C12)O[C@@H](C(=O)N1C[C@H](CCC1)C(=O)O)C)=O)C (3S)-1-[(2R)-2-[4-(4-fluoro-2-methyl-phenyl)-2-oxo-chromen-7-yl]oxypropanoyl]piperidine-3-carboxylic acid